C(CCCCC)C=1C=C2C=CN(C2=CC1)C(C(C)(C)C)=O 1-(5-hexyl-1H-indol-1-yl)-2,2-dimethylpropan-1-one